N-(propylthio)tetrafluorophthalimide C(CC)SN1C(C=2C(C1=O)=C(C(=C(C2F)F)F)F)=O